(R)-2-(3-methoxypyrrolidin-1-yl)-N-(6-methyl-5-((1-methyl-6-((1-methyl-1H-pyrazol-4-yl)amino)-1H-pyrazolo[3,4-d]pyrimidin-3-yl)amino)pyridin-3-yl)acetamide CO[C@H]1CN(CC1)CC(=O)NC=1C=NC(=C(C1)NC1=NN(C2=NC(=NC=C21)NC=2C=NN(C2)C)C)C